O[C@H](COC=1C=C(C=CC1)S(=O)(=O)NC)CNC1COC2(C1)CCN(CC2)S(=O)(=O)C2=CC(=CC=C2)C=2C=NN(C2)C 3-((2S)-2-hydroxy-3-(8-(3-(1-methyl-1H-pyrazol-4-yl)phenylsulfonyl)-1-oxa-8-azaspiro[4.5]decan-3-ylamino)propoxy)-N-methylbenzenesulfonamide